4-(trifluoromethyl)pyrrolidine-1,2-dicarboxylic acid FC(C1CC(N(C1)C(=O)O)C(=O)O)(F)F